FC1=CC(=C(C=C1)NC(C1=C(C=CC=C1)OC1=CC=C(C=C1)F)=O)\C=C\C(NO)=O N-{4-fluoro-2-[(1E)-2-(hydroxycarbamoyl)eth-1-en-1-yl]phenyl}-2-(4-fluorophenoxy)benzamide